FC1(CC(C1)CN1CCC(CC1)CS(=O)(=O)N1[C@H]2CC(C[C@@H]1CC2)NC(=O)C2=NOC(=C2)[C@@H]2[C@H](C2)F)F N-((1R,3r,5S)-8-(((1-((3,3-difluorocyclobutyl)methyl)piperidin-4-yl)methyl)sulfonyl)-8-azabicyclo[3.2.1]octan-3-yl)-5-((1R,2S)-2-fluorocyclopropyl)isoxazole-3-carboxamide